C(=O)(OCC1C2=CC=CC=C2C2=CC=CC=C12)N[C@@H](CC1=CC2=CC=CC=C2C=C1)C(=O)O N-Fmoc-3-(2-naphthyl)-L-alanine